ClC=1C=CC(=C2C=C(NC12)C(=O)N1[C@@H]2CC([C@H]([C@@H]1C(=O)N[C@H](C[C@@H]1C(NCCC1)=O)C#N)CC2)(F)F)F (1S,3R,4S)-2-(7-chloro-4-fluoro-1H-indole-2-carbonyl)-N-[(1R)-1-cyano-2-[(3R)-2-oxo-3-piperidyl]ethyl]-5,5-difluoro-2-azabicyclo[2.2.2]octane-3-carboxamide